diglycidyl-tribromoaniline C(C1CO1)C1=C(C(=C(N(Br)Br)C=C1)Br)CC1CO1